C=C(CC)C1=CC(=C(C=C1)F)OCC1CC1 4-(but-1-en-2-yl)-2-(cyclopropylmethoxy)-1-fluorobenzene